BrC1=CC2=C(N(C=N2)COCC[Si](C)(C)C)C(=C1)F 2-[(5-bromo-7-fluoro-benzoimidazol-1-yl)methoxy]ethyl-trimethyl-silane